N-(3-(diethylamino)propyl)-2-(pyridazin-4-yl)benzo[d]imidazo[2,1-b]thiazole C(C)N(CCCN1C(=CN2C1SC1=C2C=CC=C1)C1=CN=NC=C1)CC